CN1C2=C(OC[C@@H](C1=O)NC(C1=NC=CC(=C1)OC1=CC=CC=C1)=O)C=CC(=C2)C#CC(C)(N2CCOCC2)C (S)-N-(5-Methyl-7-(3-methyl-3-morpholinobut-1-yn-1-yl)-4-oxo-2,3,4,5-tetrahydrobenzo[b][1,4]oxazepin-3-yl)-4-phenoxypicolinamid